1-((R)-2-(3-((2-(4-methoxypiperidin-1-yl)pyrimidin-4-yl)amino)-8-((2R,3S)-2-methyl-3-((methylsulfonyl)methyl)azetidin-1-yl)isoquinolin-5-yl)azetidin-1-yl)prop-2-en-1-one COC1CCN(CC1)C1=NC=CC(=N1)NC=1N=CC2=C(C=CC(=C2C1)[C@@H]1N(CC1)C(C=C)=O)N1[C@@H]([C@H](C1)CS(=O)(=O)C)C